N,N-dimethyl-9-oxo-2-(trifluoromethyl)-9H-indeno[2,1-d]pyrimidine-7-carboxamide CN(C(=O)C1=CC=2C(C=3N=C(N=CC3C2C=C1)C(F)(F)F)=O)C